1-(3-chloro-5-(2-(ethoxymethoxy)-6-methyl-4-(trifluoromethyl)phenyl)pyrazin-2-yl)ethan-1-one ClC=1C(=NC=C(N1)C1=C(C=C(C=C1C)C(F)(F)F)OCOCC)C(C)=O